N-(6-amino-2-methylpyridin-3-yl)-3,4-dichloroBenzamide NC1=CC=C(C(=N1)C)NC(C1=CC(=C(C=C1)Cl)Cl)=O